CC1=C(C=CC=2N=C3N(N=C(C=C3)C(=O)O)C2)C=CC=C1 2-methylstyreneyl-imidazo[1,2-b]pyridazine-6-carboxylic acid